4-((6-(bis(2-methoxyethyl)amino)-8-(4-methoxypiperidin-1-yl)-4-(4-methyl-3-oxopiperazin-1-yl)pyrimido[5,4-d]pyrimidin-2-yl)(2-methoxyethyl)amino)butanoic acid COCCN(C=1N=C(C=2N=C(N=C(C2N1)N1CC(N(CC1)C)=O)N(CCCC(=O)O)CCOC)N1CCC(CC1)OC)CCOC